O=CCC1=CC=C(C=C1)SCCC(=O)OCC(CCCC)CC 2-ethylhexyl 3-[4-(2-oxoethyl)phenyl]sulfanylpropanoate